C(CCC)[Ge](N(C)C)(CCCC)CCCC Tributyl-(dimethylamino)germanium